ClC1=CC=C(C=C1)CN 1-(4-chlorophenyl)methylamine